BrC=1C=CC2=C(N(C=N2)CCOC2CCCC2)C1 6-bromo-1-[2-(cyclopentyloxy)ethyl]-1H-benzimidazole